N,N'-diaminopropyl-1,3-propylenediamine NNCCCN(N)CCC